ClC=1C=CC(=C(C1)C1=CC(N(C=C1OC)C(C(=O)NC=1C=C2N=C(C=NC2=CC1)C(F)(F)F)CC)=O)N1N=NC(=C1)C(F)(F)F 2-[4-{5-chloro-2-[4-(trifluoromethyl)-1H-1,2,3-triazol-1-yl]phenyl}-5-methoxy-2-oxopyridin-1(2H)-yl]-N-[3-(trifluoromethyl)quinoxalin-6-yl]butanamide